FC(C1=NN=C(S1)C1=NC=C2N1C=C(C=C2N2C[C@@H](OCC2)C(=O)N2CC(C2)CO)S(=O)(=O)NC2(CC2)C)F (R)-3-(5-(difluoromethyl)-1,3,4-thiadiazol-2-yl)-8-(2-(3-(hydroxymethyl)azetidine-1-carbonyl)morpholino)-N-(1-methylcyclopropyl)imidazo[1,5-a]pyridine-6-sulfonamide